C1CC(=O)N(C1=O)OC(=O)C2=CC=C(C=C2)NC(=O)CI n-succinimidyl (4-iodoacetyl)-aminobenzoate